O=C1N(CCC(N1COCC[Si](C)(C)C)=O)C1=C2C=CN(C2=CC=C1)CC1(CCN(CC1)C(=O)OC(C)(C)C)F tert-butyl 4-((4-(2,4-dioxo-3-((2-(trimethylsilyl)ethoxy)methyl)tetrahydropyrimidin-1(2H)-yl)-1H-indol-1-yl)methyl)-4-fluoropiperidine-1-carboxylate